BrC1=CC(=CC2=C1NC=N2)S(=O)(=O)N2CCC(CC2)C2=CC=CC=C2 7-bromo-5-[(4-phenyl-1-piperidyl)sulfonyl]-1H-benzimidazole